ClC=1C=CC(=C(CCNC(C2=NC=CC=C2)=O)C1)[Se]C1=CC=CC=C1 N-(5-chloro-2-(phenylselanyl)phenethyl)picolinamide